N-(2-(ethylthio)-3-fluoro-4-(6-fluoro-3,4-dihydroisoquinoline-2(1H)-yl)-6-methylphenyl)-3,3-dimethylbutanamide C(C)SC1=C(C(=CC(=C1F)N1CC2=CC=C(C=C2CC1)F)C)NC(CC(C)(C)C)=O